C(C)(C)N1N=CC(=C1)C1=NN2C(N=C(C=C2)OC2COCC2)=C1C1=NC=C(C(=O)NC)C=C1 6-(1-isopropyl-1H-pyrazol-4-yl-5-((tetrahydrofuran-3-yl)oxy)pyrazolo[1,5-a]pyrimidin-3-yl)-N-methylnicotinamide